(2S)-1-[2-[(3R)-3-[[8-(trifluoromethoxy)-5-quinolyl]amino]pyrrolidin-1-yl]acetyl]pyrrolidine-2-carbonitrile FC(OC=1C=CC(=C2C=CC=NC12)N[C@H]1CN(CC1)CC(=O)N1[C@@H](CCC1)C#N)(F)F